bis-(2,6-dichlorobenzoyl)-2,5-xylenylphosphine oxide ClC1=C(C(=O)P(C2=C(C=CC(=C2)C)C)(C(C2=C(C=CC=C2Cl)Cl)=O)=O)C(=CC=C1)Cl